C(C=C)C(C(=O)OCCCC=C)(C(=O)OCCCC=C)CCC di(4-pentenyl) 2-allyl-2-propyl-malonate